2-amino-5-ethenyl-1H-imidazole NC=1NC(=CN1)C=C